2-(5,6,7,8-tetrahydroimidazo[1,5-a]pyrazin-3-yl)ethan-1-ol C=1N=C(N2C1CNCC2)CCO